N-(3-bromophenyl)-3-pyrazolidinone BrC=1C=C(C=CC1)N1NC(CC1)=O